O[C@@H]1CC(N(C1)C=1N=NC(=CC1)C1=C(C=C(C=C1C)C(F)(F)F)O)=O (4R)-4-hydroxy-1-[6-[2-hydroxy-6-methyl-4-(trifluoromethyl)phenyl]pyridazin-3-yl]pyrrolidin-2-one